C(C1=CC=CC=C1)OC(=O)NC(C(=O)[O-])CC1=CC=C(C=C1)OS(=O)(=O)C(F)(F)F (((benzyloxy)carbonyl)amino)-3-(4-(((trifluoromethyl)sulfonyl)oxy)phenyl)propanoate